C(C)(=O)OCOC=1C(=NC=CC1OC)C(=O)N[C@@H](C)C(=O)[O-] {[(acetoxymethoxy)-4-methoxypyridin-2-yl]carbonyl}-L-alaninate